C(C)C1(COC1)COC(C)OC1=CC=CC=C1 [1-(3-ethyl-3-oxetanyl-methoxy)ethyl]phenyl ether